4-(trifluoromethylthio)chlorobenzene C1=CC(=CC=C1SC(F)(F)F)Cl